C(C(=C)C)(=O)OC(COCCCC)COC1=CC(=C(C=C1)C1=NC(=NC(=N1)C1=CC=CC=C1)C1=CC=CC=C1)O 1-butoxy-3-(4-(4,6-diphenyl-1,3,5-triazin-2-yl)-3-hydroxyphenoxy)propan-2-yl methacrylate